6-[4-[Acetyl(cyclopropylmethyl)amino]-3-chloro-phenyl]-N-(1H-pyrrol-2-ylmethyl)pyridine-3-carboxamide C(C)(=O)N(C1=C(C=C(C=C1)C1=CC=C(C=N1)C(=O)NCC=1NC=CC1)Cl)CC1CC1